OC[C@H]1CN(CC1)C1=CC2=C(N(C(N2C)=O)[C@H]2C(NC(CC2)=O)=O)C=C1 |&1:16| (3RS)-3-{5-[(3R)-3-(hydroxymethyl)pyrrolidin-1-yl]-3-methyl-2-oxo-1,3-benzodiazol-1-yl}piperidine-2,6-dione